ethyl 6-tert-butyl-10-methoxy-9-[2-(3-methoxyazetidin-1-yl)thiazol-5-yl]-2-oxo-6,7-dihydro-2H-pyrido[2,1-a]isoquinoline-3-carboxylate C(C)(C)(C)C1N2C(C3=CC(=C(C=C3C1)C1=CN=C(S1)N1CC(C1)OC)OC)=CC(C(=C2)C(=O)OCC)=O